CN(C/C=C/C(=O)N(C)C1(CCC1)C(=O)O)C (e)-1-(4-(dimethylamino)-N-methylbut-2-enamido)cyclobutane-1-carboxylic acid